O[C@@H]1C[C@H](C2=C1N=CN=C2N2CCN(CC2)C(C(CNC(C)C)C2=CC=C(C#N)C=C2)=O)C 4-(1-(4-((5R,7R)-7-hydroxy-5-methyl-6,7-dihydro-5H-cyclopenta[d]pyrimidin-4-yl)piperazin-1-yl)-3-(isopropylamino)-1-oxopropan-2-yl)benzonitrile